8-Amino-N-(cyclopropylmethyl)-5-(4-(1-(2-(dimethylamino)-2-oxoethyl)-1H-pyrazole-4-yl)phenyl)-1,7-naphthyridine-3-carboxamide NC=1N=CC(=C2C=C(C=NC12)C(=O)NCC1CC1)C1=CC=C(C=C1)C=1C=NN(C1)CC(=O)N(C)C